COC1=C(CNC2=NC=NC3=C(C=CC=C23)C(=O)NC2=C(C=CC(=C2)N=C=O)C)C=CC(=C1)OC 4-((2,4-dimethoxybenzyl)amino)-N-(5-isocyanato-2-methylphenyl)quinazoline-8-carboxamide